(7-amino-2-((3-fluoropyridin-2-yl)methyl)-4-(pyrimidin-4-yl)-2H-pyrazolo[3,4-c]pyridin-5-yl)benzonitrile NC1=NC(=C(C=2C1=NN(C2)CC2=NC=CC=C2F)C2=NC=NC=C2)C2=C(C#N)C=CC=C2